6-chloro-N-[3-fluoro-4-(pyridin-3-yloxy)phenyl]pyrido[3,2-d]pyrimidin-4-amine ClC=1C=CC=2N=CN=C(C2N1)NC1=CC(=C(C=C1)OC=1C=NC=CC1)F